m-(3-mercaptopropoxy)benzoic acid SCCCOC=1C=C(C(=O)O)C=CC1